FC1=C(OC2=C(C=C(C=C2)C(C)(C)O)C=2C3=C(C(N(C2)C)=O)NC=C3)C=CC=C1N1CC(C1)N1CCNCC1 4-[2-[2-fluoro-3-(3-piperazin-1-ylazetidin-1-yl)phenoxy]-5-(1-hydroxy-1-methyl-ethyl)phenyl]-6-methyl-1H-pyrrolo[2,3-c]pyridin-7-one